4,8-bis((2-octyldodecyl)oxy)benzo[1,2-b:4,5-b']dithiophene C(CCCCCCC)C(COC1=C2C(SC=C2)=C(C2=C1SC=C2)OCC(CCCCCCCCCC)CCCCCCCC)CCCCCCCCCC